4-(2-(3-fluoro-7-methoxy-1-methyl-9H-pyrido[3,4-b]indol-9-yl)propyl)morpholine FC1=CC2=C(N(C3=CC(=CC=C23)OC)C(CN2CCOCC2)C)C(=N1)C